OC1(CNCCC1)C(=O)N1CCN(CC1)C(=O)C1=C(C=C(C=C1)NC=1C=2N(C=CN1)C(=CN2)C=2C(=NNC2)C(F)(F)F)C [4-(3-hydroxypiperidine-3-carbonyl)piperazin-1-yl]-[2-methyl-4-[[3-[3-(trifluoromethyl)-1H-pyrazol-4-yl]imidazo[1,2-a]pyrazin-8-yl]amino]phenyl]methanone